C(C)S(=O)(=O)C[C@@H]1[C@H](N(C1)C=1C=CC(=C2C=C(N=CC12)NC1=NC(=NC=C1)N1C[C@@H]([C@H](CC1)OC)O)C(C)C)C (3S,4S)-1-(4-(8-((2R,3S)-3-(ethylsulfonylmethyl)-2-methylazetidin-1-yl)-5-isopropylisoquinolin-3-ylamino)pyrimidin-2-yl)-4-methoxypiperidin-3-ol